C(#N)C1=CC(=C(C=C1)COC1=CC=CC(=N1)C1=CC(=C(C=C1F)CC=1N(C2=C(N1)C(=CC(=C2)C(=O)O)C#CC(C)(C)O)C2COCC2(C)C)F)F 2-[[4-[6-[(4-cyano-2-fluoro-phenyl)methoxy]-2-pyridyl]-2,5-difluoro-phenyl]methyl]-3-(4,4-dimethyltetrahydrofuran-3-yl)-7-(3-hydroxy-3-methyl-but-1-ynyl)benzimidazole-5-carboxylic acid